BrC=1C=NN(C1N1C(C2=C(C=CC=C2C1)Cl)=O)C 2-(4-bromo-1-methyl-1H-pyrazol-5-yl)-7-chloro-2,3-dihydro-1H-isoindol-1-one